tert-butyl ((1-imino-2,2-dimethyl-1-oxidotetrahydro-1H-1λ6-thiophen-3-yl)methyl)carbamate N=S1(C(C(CC1)CNC(OC(C)(C)C)=O)(C)C)=O